COC([C@@H](NC([C@@H](NC(=O)OC(C)(C)C)CC1=CC=C(C=C1)O)=O)CS)=O (tert-Butoxycarbonyl)-L-tyrosyl-L-cysteine methyl ester